2-cyano-acetate C(#N)CC(=O)[O-]